N-[(5-chlorothiophen-2-yl)methyl]-3-[1-(2,2,2-trifluoroethyl)piperidin-4-yl]-1H-pyrazol-5-amine ClC1=CC=C(S1)CNC1=CC(=NN1)C1CCN(CC1)CC(F)(F)F